OC1=CC=C(C[C@@H]2C(N[C@@H](C(N2)=O)CC2=CC=C(C=C2)O)=O)C=C1 (3R,6R)-3,6-bis(4-hydroxybenzyl)piperazine-2,5-dione